(E)-1-(3-cyclopropylacryloyl)-5,6-dihydropyridin-2(1H)-one C1(CC1)/C=C/C(=O)N1C(C=CCC1)=O